6-oxopyran-2-carboxamide O=C1C=CC=C(O1)C(=O)N